5-(4-(N-(2-(dimethylamino)ethyl)-N-methylamino)phenyl)-1-(1H-benzo[d]imidazol-5-yl)imidazolidin-2-one CN(CCN(C)C1=CC=C(C=C1)C1CNC(N1C1=CC2=C(NC=N2)C=C1)=O)C